5-amino-4-[5-[4-[3-[(1-tert-butoxycarbonyl-4-piperidyl)oxy]cyclobutyl]piperazin-1-yl]-4-fluoro-1-oxo-isoindolin-2-yl]-5-oxo-pentanoic acid NC(C(CCC(=O)O)N1C(C2=CC=C(C(=C2C1)F)N1CCN(CC1)C1CC(C1)OC1CCN(CC1)C(=O)OC(C)(C)C)=O)=O